5-(2-(methyl-d3)oxazol-5-yl)phenol C(C=1OC(=CN1)C=1C=CC=C(C1)O)([2H])([2H])[2H]